(1s,4s)-4-(((4-(1-(4-(ethylsulfonyl)-2-fluorophenyl)-1H-pyrazol-4-yl)pyrimidin-5-yl)oxy)methyl)cyclohexane-1-amine hydrochloride Cl.C(C)S(=O)(=O)C1=CC(=C(C=C1)N1N=CC(=C1)C1=NC=NC=C1OCC1CCC(CC1)N)F